ClC=1C=C(C=CC1)C1=CC(=NN1CC1=CC=C(C=C1)OC)CP(OCC)(OCC)=O diethyl {[5-(3-chlorophenyl)-1-(4-methoxybenzyl)-1H-pyrazol-3-yl]methyl}phosphonate